CC1=C(CNC2=NC=CC=C2)C=C(C=C1)C N-(2,5-dimethylbenzyl)pyridin-2-amine